3-methyl-2-[[2-methyl-4-(3,4,5-trimethylpyrazol-yl)phenoxy]phenyl]tetrazol-5-one CN1N(NC(N1)=O)C1=C(C=CC=C1)OC1=C(C=C(C=C1)N1N=C(C(=C1C)C)C)C